COC1=CC=C(CN(S(=O)(=O)C=2C(=C(C=CC2SC2CN(C2)C(=O)OC(C)(C)C)C2=CC=C(C=C2)NS(=O)(=O)C2CC2)C2=NN=NN2CC2=CC=C(C=C2)OC)CC2=CC=C(C=C2)OC)C=C1 tert-Butyl 3-((3-(N,N-bis(4-methoxybenzyl)sulfamoyl)-4'-(cyclopropanesulfonamido)-2-(1-(4-methoxybenzyl)-1H-tetrazol-5-yl)-[1,1'-biphenyl]-4-yl)thio)azetidine-1-carboxylate